FC1=CC=C(C=C1)C1(C(C=CC=C1)C)CC#N 2-(4-fluorophenyl)-2-tolylacetonitrile